5-fluoro-2-((1,1,1-trifluoropropan-2-yl)oxy)nicotinamide FC=1C=NC(=C(C(=O)N)C1)OC(C(F)(F)F)C